5-(2,4-difluoro-phenyl)-isoxazole-3-carboxylic acid [(3R,4R)-1-cyclohexyl-3-(3-hydroxy-pyrrolidine-1-carbonyl)-piperidin-4-yl]-amide C1(CCCCC1)N1C[C@H]([C@@H](CC1)NC(=O)C1=NOC(=C1)C1=C(C=C(C=C1)F)F)C(=O)N1CC(CC1)O